(R)-1-[7-(4-fluorobenzoyl)-8-methyl-3-(3-methyl-1,2,4-thiadiazol-5-yl)-5,6,7,8-tetrahydroimidazo[1,5-a]pyrazin-1-yl]-3,3-dimethylpyrrolidin-2-one FC1=CC=C(C(=O)N2[C@@H](C=3N(CC2)C(=NC3N3C(C(CC3)(C)C)=O)C3=NC(=NS3)C)C)C=C1